tert-butyl 4-{4-[6-(2-cyano-3,6-difluorophenoxy)-4-oxoquinazolin-3-yl]phenyl}piperazine-1-carboxylate C(#N)C1=C(OC=2C=C3C(N(C=NC3=CC2)C2=CC=C(C=C2)N2CCN(CC2)C(=O)OC(C)(C)C)=O)C(=CC=C1F)F